(R)-11-chloro-3-methyl-3-(trifluoromethyl)-N-[6-(trifluoromethyl)pyridazin-4-yl]-1,5,8,12-tetraazatricyclo[7.3.0.02,6]dodec-2(6),7,9,11-tetraene-5-carboxamide ClC=1C=C2N=CC=3N(C[C@](C3N2N1)(C(F)(F)F)C)C(=O)NC1=CN=NC(=C1)C(F)(F)F